CC1=CC=C(C=C1)S(=O)(=O)/N=C/N1CCCC1 (E)-4-methyl-N-(pyrrolidin-1-ylmethylene)benzenesulfonamide